C(C1=CC=CC=C1)OC(=O)NC1=CC=C(C=C1)CCC(=O)NC=1C=C(C=CC1)NC(OC(C)(C)C)=O tert-butyl (3-(3-(4-(((benzyloxy)carbonyl)amino)phenyl)propanamido)phenyl)carbamate